(3S,4R)-3-fluoro-1-(5-((5-isopropyl-8-((R)-2-methylazetidin-1-yl)-2,7-naphthyridine-3-yl)amino)-1,2,4-triazin-3-yl)-3-methylpiperidin-4-ol F[C@]1(CN(CC[C@H]1O)C=1N=NC=C(N1)NC=1N=CC2=C(N=CC(=C2C1)C(C)C)N1[C@@H](CC1)C)C